C12(CC3CC(CC(C1)C3)C2)N(CCCCCCC(=O)NC2=CC=C(C=C2)N2C(NC(CC2)=O)=O)C 7-((adamantan-1-yl)(methyl)amino)-N-(4-(2,4-dioxotetrahydropyrimidin-1(2H)-yl)phenyl)heptanamide